CN1C(C(=C(C2=CC=C(C=C12)C)N1CCC(CC1)C=1OC2=C(N1)C=C(C=C2)C)C#N)=O 1,7-dimethyl-4-[4-(5-methyl-1,3-benzoxazol-2-yl)piperidin-1-yl]-2-oxo-1,2-dihydroquinoline-3-carbonitrile